C1(CCCC1)B(O)O CYCLOPENTYLBORONIC ACID